ClC1=C(CN2N=C(N=N2)C=2C=C3C=CN=C(C3=CC2)N)C=CC(=C1)C=1OC(=NN1)C(F)F 6-(2-(2-chloro-4-(5-(difluoromethyl)-1,3,4-oxadiazol-2-yl)benzyl)-2H-tetrazol-5-yl)isoquinolin-1-amine